2-methoxyethyl (1S,2R,5R)-3-((6-(4-(tert-butoxy)-phenoxy)pyridin-3-yl)sulfonyl)-2-(hydroxycarbamoyl)-3,8-diazabicyclo-[3.2.1]octane-8-carboxylate C(C)(C)(C)OC1=CC=C(OC2=CC=C(C=N2)S(=O)(=O)N2[C@H]([C@@H]3CC[C@H](C2)N3C(=O)OCCOC)C(NO)=O)C=C1